C(C)(C)(C)O[C@@H]1[C@@H]([C@@H](C1)N(C(OC(C)(C)C)=O)C)CO tert-butyl N-[(1R,2S,3S)-3-tert-butoxy-2-(hydroxymethyl)cyclobutyl]-N-methyl-carbamate